C(OCCC)(OCCC)=O diPropyl carbonate